NC(C(=O)O)CC1=C(C(=CC(=C1)[N+](=O)[O-])Cl)C 2-amino-3-(3-chloro-2-methyl-5-nitrophenyl)propionic acid